N(=[N+]=[N-])[C@@H]1CN(CCC1)C(=O)OC(C)(C)C tert-butyl (S)-3-azidopiperidine-1-carboxylate